FC1=C(C=CC2=C1OC1=C2C=CC(=C1F)C1=CC=C(C=C1)CCC)C1CC2CC(CC2CC1)CCC 4,6-difluoro-3-(2-propyloctahydro-1H-inden-5-yl)-7-(4-propylphenyl)dibenzo[b,d]furan